COC1=CC=C2C=3C=C(C=CC3NC2=C1)C=O 7-methoxy-9H-carbazole-3-carbaldehyde